OC=1C=C(OCCC2=CC=C(C=C2)/C=C/C(=O)C2=CC=CC=C2)C=C(C1)O (E)-3-[4-[2-(3,5-Dihydroxyphenoxy)ethyl]phenyl]-1-phenylprop-2-en-1-one